bis[(trimethylsilyl)methyl]nickel C[Si](C)(C)C[Ni]C[Si](C)(C)C